C=NCCC[Si](OC)(OC)C N-methyl-yl-aminopropylmethyldimethoxysilane